[Na].C(CCCCCCC\C=C/CCCCCCCC)(=O)N(CCS(=O)(=O)O)C N-oleoyl-N-methyl-taurine sodium